bis(2-methoxyphenyl)phosphine COC1=C(C=CC=C1)PC1=C(C=CC=C1)OC